ClC1=C(C=C(C=C1)NC(C)C=1N=NN(C1)C1=CC(=C(C(=O)NC2(CC2)C(=O)O)C=C1)C)C 1-(4-(4-(1-((4-chloro-3-methylphenyl)amino)ethyl)-1H-1,2,3-triazol-1-yl)-2-methylbenzamido)cyclopropane-1-carboxylic acid